1-(cyanomethyl)-N-((3S,4S)-1,3-dimethylpiperidin-4-yl)-6-(3-((2-methoxy-4-(methylsulfonyl)phenyl)amino)prop-1-yn-1-yl)-1H-benzo[d]imidazole-4-carboxamide C(#N)CN1C=NC2=C1C=C(C=C2C(=O)N[C@@H]2[C@H](CN(CC2)C)C)C#CCNC2=C(C=C(C=C2)S(=O)(=O)C)OC